(S)-3-(5-Amino-4-cyano-3-((3,5-dimethoxyphenyl)ethynyl)-1H-pyrazol-1-yl)pyrrolidine-1-carboxylic acid tert-butyl ester C(C)(C)(C)OC(=O)N1C[C@H](CC1)N1N=C(C(=C1N)C#N)C#CC1=CC(=CC(=C1)OC)OC